1-((1RS,3SR)-5'-Bromo-4'-chloro-1',2'-dihydrospiro[cyclopentane-1,3'-pyrrolo[2,3-b]pyridin]-3-yl)imidazolidin-2-one BrC=1C(=C2C(=NC1)NC[C@]21C[C@H](CC1)N1C(NCC1)=O)Cl |r|